O=C1N(CCC(N1)=O)C=1C=C(CN2CCC(CC2)N2CCN(CC2)C2=C(C=C(C=C2)NC(C2=CC(=C(C=C2)C)C#CC2=CN=C3N2N=CC=C3)=O)C(F)(F)F)C=CC1 N-(4-(4-(1-(3-(2,4-dioxotetrahydropyrimidin-1(2H)-yl)benzyl)piperidin-4-yl)piperazin-1-yl)-3-(trifluoromethyl)phenyl)-3-(imidazo[1,2-b]pyridazin-3-ylethynyl)-4-methylbenzamide